NC1CCC(CC1)C1=CC(=C2CNC(C2=C1)=O)NC1=CC=C(C=C1)OC1=CC=CC=C1 6-(4-aminocyclohexyl)-4-((4-phenoxyphenyl)amino)isoindolin-1-one